N=C1CC=NC=C1 MonoIminoPyridine